5-((2-hydroxyethyl)amino)-3-methyl-8-(4-(trifluoromethyl)phenyl)pyrido[4,3-d]pyrimidin-4(3H)-one OCCNC1=NC=C(C=2N=CN(C(C21)=O)C)C2=CC=C(C=C2)C(F)(F)F